N-(1-methyl)propylidene-2-propylidene-methyl-ethyl-methyl-1-propylamine CC(CC)=NC(C(CC)=CCC)(C)CC